tert-butyl 2-(4-hydroxyphenyl)-6-methyl-3-oxo-1-((2-(pyrimidin-2-yl)benzyl)carbamoyl)-2,5,6,8-tetrahydroimidazo[1,5-a]pyrazine-7(3H)-carboxylate OC1=CC=C(C=C1)N1C(N2C(CN(C(C2)C)C(=O)OC(C)(C)C)=C1C(NCC1=C(C=CC=C1)C1=NC=CC=N1)=O)=O